ClC1=NC=C(C(=C1)C1=C(C=NC(=C1)C)C(=O)NC=1SC(=NN1)OC[C@@H]1COC[C@@H]1C)OC 2'-chloro-5'-methoxy-6-methyl-N-(5-(((3S,4R)-4-methyltetrahydrofuran-3-yl)methoxy)-1,3,4-thiadiazol-2-yl)-(4,4'-bipyridine)-3-carboxamide